C(CCC)N(C(=O)OCC1=C(N=NN1C)C1=CC=C(C(=N1)C1CC1)O[C@@H]1C[C@H](CCC1)C(=O)O)C (1S,3S)-3-((6-(5-(((butyl(methyl)carbamoyl)oxy)methyl)-1-methyl-1H-1,2,3-triazol-4-yl)-2-cyclopropylpyridin-3-yl)oxy)cyclohexane-1-carboxylic acid